BrC=1C=CC(=C(C1)N1CN=CC2=CC(=C(C=C12)OC)N1CC2(C1)CNCCC2)OC N-(5-bromo-2-methoxyphenyl)-7-methoxy-6-(2,6-diazaspiro[3.5]nonan-2-yl)quinazoline